[Li+].C1(CC1)C1=CC=C(S1)C(=O)[O-] 5-cyclopropylthiophene-2-carboxylic acid, Lithium salt